(R)-benzyl (3-hydroxy-1-(methoxy(methyl)amino)-1-oxopropan-2-yl)carbamate OC[C@H](C(=O)N(C)OC)NC(OCC1=CC=CC=C1)=O